C(CCC)(=O)OCC(COC(CCC)=O)OC(CCC)=O Propane-1,2,3-triyl tributanoate